ClC=1N=C(C2=C(N1)N(C(=C2F)C[C@H](C)NC(OC(C)(C)C)=O)COCC[Si](C)(C)C)Cl tert-Butyl (S)-(1-(2,4-dichloro-5-fluoro-7-((2-(trimethylsilyl)ethoxy)methyl)-7H-pyrrolo[2,3-d]pyrimidin-6-yl)propan-2-yl)carbamate